BrC1=C(SC=C1Br)CCC=1SC=CC1 3,4-dibromoethylenedithiophene